COCCCOC(C[C@H]1C=2N(C3=C(C(=N1)C1=CC=C(C(=O)OCC4=CC=CC=C4)C=C1)C(=C(S3)C)C)C(=NN2)C)=O Benzyl (S)-4-(6-(2-(3-methoxypropoxy)-2-oxoethyl)-2,3,9-trimethyl-6H-thieno[3,2-f][1,2,4]triazolo[4,3-a][1,4]diazepin-4-yl)benzoate